[Na+].C(CCC)C1=C([O-])C=CC=C1 butylphenoxide sodium